Cl.O1CC(CCC1)C(C)N 1-tetrahydropyran-3-ylethanamine hydrochloride